C(C1=CC=CC=C1)N1C(=NC(=C1)C1=C(C=CC(=C1)F)F)[C@@H](C(C)(C)C)N(CCCNC(OC(C)(C)C)=O)C(CCCCCN1C(C=CC1=O)=O)=O tert-butyl [3-({(1R)-1-[1-benzyl-4-(2,5-difluorophenyl)-1H-imidazol-2-yl]-2,2-dimethylpropyl}[6-(2,5-dioxo-2,5-dihydro-1H-pyrrol-1-yl)hexanoyl]amino)propyl]carbamate